O(S(=O)(=O)C(F)(F)F)C1=NC=CC=C1 pyridin-2-yl triflate